ClC1=C(C(=CC(=C1)C(F)(F)F)Cl)N1C[C@@H](CN(S1(=O)=O)CC(=O)NC1C2CC3(CC(CC1C3)C2)C(=O)N)C 4-(2-((R)-6-(2,6-dichloro-4-(trifluoromethyl)phenyl)-4-methyl-1,1-dioxido-1,2,6-thiadiazinan-2-yl)acetamido)adamantane-1-carboxamide